COC1=C(C(=O)P(CC(CC(C)(C)C)C)(C(C2=C(C=C(C=C2)OC)OC)=O)=O)C=CC(=C1)OC bis(2,4-dimethoxybenzoyl)-2,4,4-trimethyl-pentyl-phosphine oxide